1-butyl-3-methylimidazole hexafluorophosphate salt F[P-](F)(F)(F)(F)F.C(CCC)N1CN(C=C1)C